racemic-methyl-2-(2-chlorophenyl)glycine CN[C@@H](C(=O)O)C1=C(C=CC=C1)Cl |r|